tert-butyl (6-((2-(2,6-dioxopiperidin-3-yl)-1,3-dioxoisoindolin-4-yl) amino) hexyl)carbamate O=C1NC(CCC1N1C(C2=CC=CC(=C2C1=O)NCCCCCCNC(OC(C)(C)C)=O)=O)=O